N,2,3-trimethyl-2-propan-2-ylbutanamide CNC(C(C(C)C)(C(C)C)C)=O